8-(N-(5-chloro-4-(cyclopentylmethoxy)-2-fluorobenzoyl)sulfamoyl)hexahydro-1H-pyrazino[1,2-a]pyrazine-2(6H)-carboxylate ClC=1C(=CC(=C(C(=O)NS(=O)(=O)N2CC3N(CCN(C3)C(=O)[O-])CC2)C1)F)OCC1CCCC1